(3-Methyl-4-(3-methyl-9-(1-methyl-1H-pyrazol-4-yl)imidazo[2,1-f][1,6]naphthyridin-2-yl)phenyl)methanol CC=1C=C(C=CC1C=1N=C2C=3C=C(C=NC3C=CN2C1C)C=1C=NN(C1)C)CO